C(C1=CC=CC=C1)C=1C=CC(=C(C1)C1=CC(=CC=C1)CC(=O)O)C(N)=O 2-(5'-benzyl-2'-carbamoyl-biphenyl-3-yl)acetic acid